ClC1=CC(=C(CC=2C(=NC(=NC2)N)N)C=C1OC)C(C)C 5-(4-Chloro-2-isopropyl-5-methoxy-benzyl)-pyrimidine-2,4-diamine